ClC1=C(C=C(C(=C1)OC)C)C(C(C)SC#N)=O 1-(2-chloro-4-methoxy-5-methylphenyl)-2-thiocyanopropan-1-one